[K]SC(C)=O 1-(potassiosulfanyl)ethanone